BrC1=C(C=C(C=C1)C)Cl 4-bromo-3-chloro-methylbenzene